C(C)(C)(C)C1=CC=C(OCCCC(=O)NCC(=O)N2[C@H]3C[C@]3(C[C@H]2C(=O)NCC2=CC(=CS2)C(=N)NC(OCC2=CC=CC=C2)=O)C)C=C1 benzyl ((5-(((1S,3S,5S)-2-((4-(4-(tert-butyl)phenoxy)butanoyl)glycyl)-5-methyl-2-azabicyclo[3.1.0]hexane-3-carboxamido)methyl)thiophen-3-yl)(imino)methyl)carbamate